C1(CC1)C[C@H](C(N[C@@H](C[C@H]1C(NCC1)=O)C(COC1=C(C(=CC(=C1F)F)F)F)=O)=O)C1=C(OC2=C1C=CC=C2)C(=O)N ((s)-3-Cyclopropyl-1-oxo-1-(((s)-3-oxo-1-((s)-2-oxopyrrolidin-3-yl)-4-(2,3,5,6-tetrafluorophenoxy)butan-2-yl)amino)propan-2-yl)benzofuran-2-carboxamide